[Cl-].[Cl-].C[SiH](C)[Hf+2](C1C(=C(C=2N(C=3C=CC=CC3C21)C2=CC=CC=C2)C)C)C2C(=C(C=1N(C=3C=CC=CC3C12)C1=CC=CC=C1)C)C dimethylsilyl-[bis(2,3-dimethyl-4-phenylcyclopenta[b]indolyl)]hafnium dichloride